N-(5-((2-(2-azaspiro[3.3]heptan-2-yl)ethyl)carbamoyl)-2-methylpyridin-3-yl)-2-(1-methyl-1H-pyrazol-4-yl)pyrazolo[5,1-b]thiazole-7-carboxamide C1N(CC12CCC2)CCNC(=O)C=2C=C(C(=NC2)C)NC(=O)C=2C=NN1C2SC(=C1)C=1C=NN(C1)C